FC(C=1C=C(C=C(C1)C(F)(F)F)C1=NN(C=N1)\C=C/C(=O)N1N(CCC1)CC)(F)F (Z)-3-(3-(3,5-bis(trifluoromethyl)phenyl)-1H-1,2,4-triazol-1-yl)-1-(2-ethylpyrazolidin-1-yl)prop-2-en-1-one